(5-oxo-5-(thiophen-2-yl)pentyl)phosphonic acid diethyl ester C(C)OP(OCC)(=O)CCCCC(C=1SC=CC1)=O